CN1C(=O)N(C(=O)C=C1)C1=CC=CC=C1 N-methyl-N'-phenyluracil